CC=1SC(=CN1)CC(=O)NC1=NNC(=C1)[C@@H]1C[C@@H](CC1)N(C([O-])=O)C[C@H](CC)C (1R,3S)-3-(3-{[(2-methyl-1,3-thiazol-5-yl)acetyl]amino}-1H-pyrazol-5-yl)cyclopentyl[(2S)-2-methylbutyl]carbamate